ethyl 3,5-diethoxy-4-methylbenzoate C(C)OC=1C=C(C(=O)OCC)C=C(C1C)OCC